COC1=C(C(=CC(=C1)C(F)(F)F)C)C1=CN=C2C(=N1)NN=N2 6-(2-methoxy-6-methyl-4-(trifluoromethyl)phenyl)-1H-[1,2,3]triazolo[4,5-b]pyrazine